ClCC1=CC(=C(C=C1)C(C)C)OC 4-(Chloromethyl)-1-isopropyl-2-methoxybenzene